OC(C(=O)O)C(CC(=O)C1=CC=CC=C1)NC(C)=O 2-hydroxy-3-acetylamino-4-phenylcarbonylbutanoic acid